4-benzyl-2-(2,8-difluoro-3-quinolyl)-6,6-dimethyl-4,5-dihydro-1,3-oxazine C(C1=CC=CC=C1)C1N=C(OC(C1)(C)C)C=1C(=NC2=C(C=CC=C2C1)F)F